F[C@H]1CN(CC[C@H]1NC=1C=2N(C=CC1)C(=C(N2)C#CCNC2=C(C=C(C(=O)NC)C=C2)OC)\C=C\C)C 4-((3-(8-(((3S,4R)-3-fluoro-1-methylpiperidin-4-yl)amino)-3-((E)-prop-1-en-1-yl)imidazo[1,2-a]pyridin-2-yl)prop-2-yn-1-yl)amino)-3-methoxy-N-methylbenzamide